[Si](C)(C)(C(C)(C)C)OCCC1=NC(=NC=C1)C1=CN=C2N1N=C(C=C2)N2[C@H](C[C@@H](C2)F)C2=C(C=CC(=C2)F)OC 3-(4-(2-((tert-butyldimethylsilyl)oxy)ethyl)pyrimidin-2-yl)-6-((2R,4S)-4-fluoro-2-(5-fluoro-2-methoxyphenyl)pyrrolidin-1-yl)imidazo[1,2-b]pyridazine